C1(CC=CCC1)CCC(F)(F)C1=CC=CC(=N1)N 6-(3-(cyclohex-3-en-1-yl)-1,1-difluoropropyl)pyridin-2-amine